CN(C)C1=CC=C(C=C1)C(=N)C2=CC=C(C=C2)N(C)C.Cl The molecule is a hydrochloride obtained by combining 4,4'-carbonimidoylbis(N,N-dimethylaniline) with one molar equivalent of hydrogen chloride. A fluorescent stain for demonstrating acid fast organisms in a method similar to the Ziehl Neelsen. It also can be used to make a fluorescent Schiff reagent. It has a role as a fluorochrome and a histological dye. It contains an auramine O(1+).